heptyl 3-ethyl-12-hexyl-6-(2-((2-hexyloctanoyl)oxy)ethyl)-10-oxo-9,11-dioxa-3,6-diazahexadecan-16-oate C(C)N(CC)CCN(CCOC(OC(CCCC(=O)OCCCCCCC)CCCCCC)=O)CCOC(C(CCCCCC)CCCCCC)=O